tert-butyl 3-[7-bromo-2,8-difluoro-6-(trifluoromethyl)quinazolin-4-yl]-3,8-diazabicyclo[3.2.1]octane-8-carboxylate BrC1=C(C=C2C(=NC(=NC2=C1F)F)N1CC2CCC(C1)N2C(=O)OC(C)(C)C)C(F)(F)F